CN(S(OC1=C(C=CC=C1)C(=O)N1CCC2=NC(=CC=C21)S(=O)(=O)N2CCN(CC2)C2=NC(=CC(=N2)C#N)C)(=O)=O)C 2-(5-((4-(4-cyano-6-methylpyrimidin-2-yl)piperazin-1-yl)sulfonyl)-2,3-dihydro-1H-pyrrolo[3,2-b]pyridine-1-carbonyl)phenyl dimethylsulfamate